Cl.NCC1=NNC(C2=CC=C(C=C12)C=1C=NN(C1N1C(C2(C3=C(C=CC=C13)F)CCCC2)=O)C)=O 1'-(4-(4-(aminomethyl)-1-oxo-1,2-dihydro-phthalazin-6-yl)-1-methyl-1H-pyrazol-5-yl)-4'-fluoro-spiro[cyclopentane-1,3'-indolin]-2'-one hydrochloride